lithium (2R)-3-(4-{[(tert-butoxy) carbonyl] amino} phenyl)-2-acrylamidopropionate C(C)(C)(C)OC(=O)NC1=CC=C(C=C1)C[C@H](C(=O)[O-])NC(C=C)=O.[Li+]